isopropyl-4-(2-((4-sulfamoylphenyl)amino)thiazol-4-yl)benzenesulfonamide C(C)(C)C1=C(C=CC(=C1)C=1N=C(SC1)NC1=CC=C(C=C1)S(N)(=O)=O)S(=O)(=O)N